Zinc (II) 1-(tert-butoxycarbonyl)piperidin-4-yl iodide C(C)(C)(C)OC(=O)N1CCC(CC1)I.[Zn+2]